C(#N)C=1C=C(C=CC1)C1=CC(=CO1)C(=O)NC1=NC(=NS1)CN1CCN(CC1)C 5-(3-cyanophenyl)-N-(3-((4-methylpiperazin-1-yl)methyl)-1,2,4-thiadiazol-5-yl)furan-3-Formamide